C(C=C)(=O)N1CC(C1)CN1C(C(N(C2=CC(=C(C=C12)Cl)C1=CC=C(C2=C1N=C(S2)N)F)C2=C(C=CC=C2C)C(C)C)=O)=O 1-((1-propenoylazetidin-3-yl)methyl)-6-(2-amino-7-fluorobenzo[d]thiazol-4-yl)-7-chloro-4-(2-isopropyl-6-methylphenyl)-1,4-dihydroquinoxaline-2,3-dione